4-(6-methoxynaphthalen-2-yl)-1H-imidazole COC=1C=C2C=CC(=CC2=CC1)C=1N=CNC1